NC1=NC(=C2C(=N1)N(N=C2)CC2=CC(=C(C=C2)[N+](=O)[O-])C)C=2C=C(C(=O)O)C=CN2 2-(6-amino-1-(3-methyl-4-nitrobenzyl)-1H-pyrazolo[3,4-d]pyrimidin-4-yl)isonicotinic acid